FC(C1=C(C(=NC=C1)OC)N1CCC(CC1)N1C(N(C=2C([C@H]1C)=CN(N2)C)CC2=C(C=CC=C2)C(F)(F)F)=O)F (R)-5-(4'-Difluoromethyl-2'-methoxy-3,4,5,6-tetrahydro-2H-[1,3']bipyridinyl-4-yl)-2,4-dimethyl-7-(2-trifluoromethylbenzyl)-2,4,5,7-tetrahydro-pyrazolo[3,4-d]pyrimidin-6-one